IC1=CN=C(C2=C1N=C(N=C2)Cl)N 8-Iodo-2-chloro-pyrido[4,3-d]pyrimidin-5-amine